BrC1=CN2C(S1)=C(C=N2)C(=O)NC=2C=C(C=NC2C)NC(OC[C@H]2N(CCC2)C)=O (S)-(1-methylpyrrolidin-2-yl)methyl (5-(2-bromopyrazolo[5,1-b]thiazole-7-carboxamido)-6-methylpyridin-3-yl)carbamate